5-(2-(1,4-oxazepan-4-yl)ethyl)-N-(bicyclo[1.1.1]pentan-1-yl)-2-cyclobutyl-8-hydroxy-6-oxo-5,6-dihydropyrido[2,3-b]pyrazine-7-carboxamide O1CCN(CCC1)CCN1C(C(=C(C=2C1=NC=C(N2)C2CCC2)O)C(=O)NC21CC(C2)C1)=O